carbon dioxide hypochlorite Cl[O-].[C+](=O)=O